FC12C3(C4(C5(C3(C1(C5(C24F)F)F)F)F)F)F Perfluorocubane